1-(3-(3,3-Dimethyl-4-(methylsulfonyl)piperazine-1-carbonyl)-6-fluoroquinolin-4-yl)-4-methylpiperidine-4-carbonitrile CC1(CN(CCN1S(=O)(=O)C)C(=O)C=1C=NC2=CC=C(C=C2C1N1CCC(CC1)(C#N)C)F)C